((4-propylbenzoyl)glycyl)pyrrolidine-2-carboxamide C(CC)C1=CC=C(C(=O)NCC(=O)N2C(CCC2)C(=O)N)C=C1